(R)-N-((S*)-(1-cyanocyclopropyl)(1-((2-(trimethylsilyl)ethoxy)methyl)-1H-benzo[d]imidazol-6-yl)methyl)-2-methylpropane-2-sulfinamide C(#N)C1(CC1)[C@@H](N[S@](=O)C(C)(C)C)C=1C=CC2=C(N(C=N2)COCC[Si](C)(C)C)C1 |o1:5|